1-((4-Methoxybenzyl)oxy)-2,4-dimethyl-3-nitrobenzene COC1=CC=C(COC2=C(C(=C(C=C2)C)[N+](=O)[O-])C)C=C1